3-(3-chlorophenyl)-N-(5-phenyl-1,3,4-oxadiazol-2-yl)propanamide ClC=1C=C(C=CC1)CCC(=O)NC=1OC(=NN1)C1=CC=CC=C1